PN(CC(=O)O)C(CO)(CO)CO anti-Phosphinotricine